2-(2-(3,8-diazabicyclo[3.2.1]octan-3-yl)-7-(thiazol-2-yl)-4-(trifluoromethoxy)benzo[d]oxazol-5-yl)-1,1,1-trifluoropropan-2-ol C12CN(CC(CC1)N2)C=2OC1=C(N2)C(=C(C=C1C=1SC=CN1)C(C(F)(F)F)(C)O)OC(F)(F)F